3-(3-Bicyclo[1.1.1]pentanylmethyl)isoxazol-5-amine C12CC(C1)(C2)CC2=NOC(=C2)N